BrCCCOC(C1=CC=CC=C1)(C1=CC=CC=C1)C1=CC=CC=C1 [3-bromopropoxy(diphenyl)methyl]benzene